t-hexyltrimethoxysilane C(C)(C)(CCC)[Si](OC)(OC)OC